C(C(=C)C)(=O)OCC(COC1=CC(=C(C=C1)C(C1=CC=CC=C1)=O)O)O 3-(4-benzoyl-3-hydroxyphenoxy)-2-hydroxypropyl methacrylate